FC=1C=C(C#N)C=CC1N1N=C(C(=C1C1=CC=CC=C1)C=CC(C)C(=O)O)C 3-fluoro-4-(3-methyl-4-(3-carboxybut-1-en-1-yl)-5-phenyl-1H-pyrazol-1-yl)benzonitrile